C(C)N(C1=C(N(C=2N(C1=O)N=C(N2)C=2CC1CC(CC1C2)=O)CC(=O)NC2=CC=C(C=C2)S(F)(F)(F)(F)F)CC)CC 2-(6-(diethylamino)-5-ethyl-7-oxo-2-(5-oxo-1,3a,4,5,6,6a-hexahydropentalen-2-yl)-[1,2,4]triazolo[1,5-a]pyrimidin-4(7H)-yl)-N-(4-(pentafluoro-λ6-sulfaneyl)phenyl)acetamide